3-Acryloxypropyltris(butoxy)silane C(C=C)(=O)OCCC[Si](OCCCC)(OCCCC)OCCCC